4,4'-dihydroxydiphenylamine C1=CC(=CC=C1NC2=CC=C(C=C2)O)O